COC=1C=C(C=CC1OC(C)=O)/C=C/C(=O)O (E)-3-(3-methoxy-4-acetoxyphenyl)acrylic acid